ethyl 4-amino-2-(7-fluoro-1-(2-fluorobenzyl)-1H-indazol-3-yl)pyrimidine-5-carboxylate NC1=NC(=NC=C1C(=O)OCC)C1=NN(C2=C(C=CC=C12)F)CC1=C(C=CC=C1)F